ClC=1C=C2C(=C3C4(NC(NC13)=O)CCCCC4)OC(=C2)C(=O)NCCN2C=CC=C2 5'-chloro-7'-oxo-N-[2-(1H-pyrrol-1-yl)ethyl]-7',8'-dihydro-6'H-spiro[cyclohexane-1,9'-furo[2,3-f]quinazoline]-2'-carboxamide